3-[2-[2-Fluoro-4-(trifluoromethyl)phenyl]ethyl]azetidine diethyl-2,2-dimethylglutarate C(C)OC(C(CCC(=O)OCC)(C)C)=O.FC1=C(C=CC(=C1)C(F)(F)F)CCC1CNC1